ClC=1N=CC=C2C1N(N=C2)C 7-chloro-1-methylpyrazolo[3,4-c]pyridine